N1CC(C1)OCC1=C(C=C(C=C1)S(F)(F)(F)(F)F)F [4-(Azetidin-3-yloxy-methyl)-3-fluoro-phenyl]-pentafluoro-λ6-sulfane